NC1=NC2=CC(=CC=C2C=C1)CN(C(=O)C=1C=NC=CC1)C=1C(=NC=C(C1)C)S(=O)(=O)C N-[(2-aminoquinolin-7-yl)methyl]-N-(2-methanesulfonyl-5-methylpyridin-3-yl)pyridine-3-carboxamide